CN(C)CC1(CC1)COC1=NC2=C(C(=C(C=C2C(=N1)N1CC2(CCC(C1)N2)CC)F)C2=CC(=CC1=CC=CC=C21)O)F 4-(2-((1-((dimethylamino)meth-yl)cyclopropyl)methoxy)-4-(1-ethyl-3,8-diazabicyclo[3.2.1]octan-3-yl)-6,8-difluoroquinazolin-7-yl)naphthalen-2-ol